NC1=C(C=CC(=C1)OC(F)(F)F)S(=O)(=O)N[C@H](CN(C)C)C1=CC(=C(C=C1)Cl)Cl (S)-2-amino-N-(1-(3,4-dichlorophenyl)-2-(dimethylamino)ethyl)-4-(trifluoromethoxy)benzenesulfonamide